NC=1N=C(SC1C(C1=CC=C(C=C1)F)=O)N(C1=CC=C(C=C1)OC(F)(F)F)C(C(=O)N)C [N-[4-Amino-5-(4-fluorobenzoyl)thiazol-2-yl]-4-(trifluoromethoxy)anilino]propanamid